[N+](=O)([O-])C=1C=CC(=NC1NC[C@H]1OCC1)C#N (S)-5-nitro-6-((oxetan-2-ylmethyl)amino)picolinonitrile